C(C1=CC=CC=C1)OC(=O)NCCC[C@@H](C(=O)O)NC(=O)OC(C)(C)C (S)-5-(((benzyloxy)carbonyl)amino)-2-((tert-butoxycarbonyl)amino)pentanoic acid